CC1=C(C=CC=C1C=1OC=2C=NC(=CC2N1)CNCCO)C1=CC=CC=C1 2-({[2-(2-methylbiphenyl-3-yl)[1,3]oxazolo[5,4-c]pyridin-6-yl]methyl}amino)ethanol